Methyl (E)-3-(3-(N-((4-(4-morpholinophenyl)bicyclo[2.2.2]octan-1-yl)methyl)cyclohexanecarboxamido)phenyl)but-2-enoate O1CCN(CC1)C1=CC=C(C=C1)C12CCC(CC1)(CC2)CN(C(=O)C2CCCCC2)C=2C=C(C=CC2)/C(=C/C(=O)OC)/C